CC(C)C(C#CC(C(C)C)(O)C)(O)C 2,3,6,7-tetramethyl-4-octyn-3,6-diol